1-(2-(5-amino-4-((2-(dimethylamino)ethyl)(methyl)amino)-2-methoxyphenylamino)-5-chloropyrimidin-4-yl)-3-methyl-1H-benzo[d]imidazol-2(3H)-one NC=1C(=CC(=C(C1)NC1=NC=C(C(=N1)N1C(N(C2=C1C=CC=C2)C)=O)Cl)OC)N(C)CCN(C)C